10-hydroxy-heneicosa-12,15-dienoic acid OC(CCCCCCCCC(=O)O)CC=CCC=CCCCCC